[N+](=O)([O-])C1=CC=C(CC2(C3=NCN([C@H]4[C@H](O)[C@H](O)[C@@H](CO)O4)C3=NC=N2)S)C=C1 6-p-nitrobenzyl-thioinosine